4-chloro-N,N-diethyl-6-((methylamino)methyl)pyridin-2-amine ClC1=CC(=NC(=C1)CNC)N(CC)CC